3-[5-(5,5-dimethyl-1,3,2-dioxaborinan-2-yl)-2-methylpyrazol-3-yl]-4-methyl-1,2,4-triazole CC1(COB(OC1)C=1C=C(N(N1)C)C1=NN=CN1C)C